1-benzyl-4-(4-bromophenyl)-1H-1,2,3-triazole C(C1=CC=CC=C1)N1N=NC(=C1)C1=CC=C(C=C1)Br